C(C)(C)(C)OC(=O)N[C@@H]1[C@@H](CCCC1)NC1=NC=2N(C=C1)N=C(C2)C=2C(=NN(C2)C2=CC=C(C(=O)O)C=C2)C(F)F 4-[4-[5-[[(1R,2S)-2-(tert-butoxycarbonylamino)cyclohexyl]amino]pyrazolo[1,5-a]pyrimidin-2-yl]-3-(difluoromethyl)pyrazol-1-yl]benzoic acid